5-bromo-4-(3,3-difluorocyclobutoxy)-1-(trifluoromethyl)-5,6-dihydrospiro[cyclopenta[c]pyridine-7,2'-[1,3]dioxolane] BrC1CC2(OCCO2)C=2C(=NC=C(C21)OC2CC(C2)(F)F)C(F)(F)F